C(#N)CC(=O)N1C[C@H](C(=CC1)C1=C2C(=NC(=C1)NC(=O)C1CC1)NC=C2)C (S)-N-(4-(1-(2-cyanoacetyl)-3-methyl-1,2,3,6-tetrahydropyridin-4-yl)-1H-pyrrolo[2,3-b]pyridin-6-yl)cyclopropanecarboxamide